N-(7-(4,4-difluoropiperidin-1-yl)-2,3-dihydrobenzofuran-5-yl)-2-(8-azadispiro[2.1.55.13]undecan-8-yl)-4-(ethylsulfonamido)benzamide FC1(CCN(CC1)C1=CC(=CC=2CCOC21)NC(C2=C(C=C(C=C2)NS(=O)(=O)CC)N2CCC1(CC3(CC3)C1)CC2)=O)F